4-bromo-6-chloro-5-cyclobutyl-1-(tetrahydro-2H-pyran-2-yl)-1H-indazole BrC1=C2C=NN(C2=CC(=C1C1CCC1)Cl)C1OCCCC1